ClC(C(C)Cl)[Si](Cl)(Cl)Cl 1,2-dichloropropyltrichlorosilane